N1(CCC2(CC1)COC1=NC=CC=C12)C(=O)[O-] spiro[furo[2,3-b]pyridine-3,4'-piperidine]-1'-carboxylate